C(OC)(OC(C)N(C(=S)C=1C(=NC(=CC1)C(F)(F)F)COCC=1N=NN(N1)C)C1=NN=NN1C)=O methyl (1-(N-(1-methyl-1H-tetrazol-5-yl)-2-(((2-methyl-2H-tetrazol-5-yl) methoxy) methyl)-6-(trifluoromethyl) pyridin-3-thiocarboxamido) ethyl) carbonate